O1CCC(=CC1)CNC(OC(C)(C)C)=O tert-butyl ((3,6-dihydro-2H-pyran-4-yl)methyl)carbamate